ClC1=CC=C(C=C1)[C@@]1(N(C(C2=CC(=CC(=C12)F)C(C)(C)O)=O)CC1=NC=C(C=C1)Cl)OC[C@@H](C(=O)N)C (2S)-3-{[(1R)-1-(4-chlorophenyl)-2-[(5-chloropyridin-2-yl)methyl]-7-fluoro-5-(2-hydroxypropan-2-yl)-3-oxo-2,3-dihydro-1H-isoindol-1-yl]oxy}-2-methylpropanamide